2-(4-methoxybenzyl)-5-(7-(2-(4-methoxybenzyl)-2H-1,2,3-triazol-4-yl)-9H-fluoren-2-yl)-2H-1,2,3-triazol-4-carboxylic acid COC1=CC=C(CN2N=C(C(=N2)C(=O)O)C2=CC=3CC4=CC(=CC=C4C3C=C2)C2=NN(N=C2)CC2=CC=C(C=C2)OC)C=C1